(6-chloro-8-ethoxy-7-(2-fluoro-6-hydroxyphenyl)-2-((1-methylpiperidin-4-yl)oxy)quinazolin-4-yl)-2,7-diazaspiro[3.5]Nonane-2-carboxylic acid tert-butyl ester C(C)(C)(C)OC(=O)N1C(C2(C1)CCNCC2)C2=NC(=NC1=C(C(=C(C=C21)Cl)C2=C(C=CC=C2O)F)OCC)OC2CCN(CC2)C